4-[4-[3-fluoro-4-[2-(5-fluoro-2-pyridinyl)-2-oxo-ethoxy]pyrazolo[1,5-a]pyridin-6-yl]-5-methyl-triazol-1-yl]piperidine-1-carboxylic acid tert-butyl ester C(C)(C)(C)OC(=O)N1CCC(CC1)N1N=NC(=C1C)C=1C=C(C=2N(C1)N=CC2F)OCC(=O)C2=NC=C(C=C2)F